[2,3-difluoro-4-[3-isopropyl-1-(2-methoxyethyl) pyrazol-4-yl] phenyl] triflate O(S(=O)(=O)C(F)(F)F)C1=C(C(=C(C=C1)C=1C(=NN(C1)CCOC)C(C)C)F)F